CC(CC12C(=C(C(CC1)(C2)CC(CCCC)C)C(=O)O)C(=O)O)CCCC di(2-methylhexyl)norbornene-2,3-dicarboxylic acid